1,2-difluoro-1,2-dichloroethylene FC(=C(Cl)F)Cl